C(C)[C@]1(C2=C(NC=3N=CC=CC13)CC(CC2=O)(C)C)C2=CC(=CC=C2)C=2C=NC=CC2 (S)-5-ethyl-8,8-dimethyl-5-(3-(pyridin-3-yl)phenyl)-5,8,9,10-tetrahydrobenzo[b][1,8]naphthyridin-6(7H)-one